isopropyl 2-(4-oxocyclohexyl)acetate O=C1CCC(CC1)CC(=O)OC(C)C